2-(2,3-difluorophenyl)-6-hydroxy-6-methyl-2-methylamino-cyclohexane-1-one hydrochloride Cl.FC1=C(C=CC=C1F)C1(C(C(CCC1)(C)O)=O)NC